C1(=CC=CC=C1)C1(C=CC2=C(O1)C=1C=C(C=CC1C1=C2C(C2=CC=CC=C21)CCO)OC)C2=CC=C(C=C2)OC 3-phenyl-3-(4-methoxyphenyl)-6-methoxy-13-(2-hydroxyethyl)-3H,13H-indeno[2',3':3,4]naphtho[1,2-b]pyran